[Se-]C#N.[K+] Kalium selenocyanat